ClC1=C2C(=CN=C1)NC(=C2)C(=O)N[C@@H]2[C@]([C@H]1C([C@@H](C2)C1)(C)C)(C)O 4-chloro-N-[(1R,2R,3S,5R)-2-hydroxy-2,6,6-trimethyl-norpinan-3-yl]-1H-Pyrrolo[2,3-c]pyridine-2-carboxamide